isopropyl (R)-2-(6-(1-((tert-butoxycarbonyl)amino)ethyl)-1-(cyclopropylmethyl)-1H-pyrrolo[2,3-b]pyridin-2-yl)-7-methoxy-1-methyl-1H-benzo[d]imidazole-5-carboxylate C(C)(C)(C)OC(=O)N[C@H](C)C1=CC=C2C(=N1)N(C(=C2)C2=NC1=C(N2C)C(=CC(=C1)C(=O)OC(C)C)OC)CC1CC1